3-(3-bromophenyl)-3,3-difluoro-2,2-dimethylpropionitrile BrC=1C=C(C=CC1)C(C(C#N)(C)C)(F)F